C(C1=CC=CC=C1)NC=1C=NC(=NC1)C1=NC=CC=C1 N-benzyl-2-(pyridin-2-yl)pyrimidin-5-amine